cesium trimellitate C(C=1C(C(=O)[O-])=CC(C(=O)[O-])=CC1)(=O)[O-].[Cs+].[Cs+].[Cs+]